phenyl-phosphonic acid C1(=CC=CC=C1)P(O)(O)=O